(2S,11aR)-6-(Cyclopentyloxy)-2-((2-oxo-1-((2-(trimethylsilyl)ethoxy)methyl)-1,2-dihydro-1,6-naphthyridin-7-yl)oxy)-2,3,11,11a-tetrahydro-1H,5H-benzo[f]pyrrolo[2,1-c][1,4]oxazepin-5-one C1(CCCC1)OC1=CC=CC2=C1C(N1[C@@H](CO2)C[C@@H](C1)OC1=NC=C2C=CC(N(C2=C1)COCC[Si](C)(C)C)=O)=O